C(C)(=O)N1C[C@H](CC1)NC[C@@H](C(=O)N1CCN(CC1)C=1C2=C(N=CN1)[C@@H](C[C@H]2C)O)C2=CC=C(C=C2)Cl (S)-3-((S)-1-acetylpyrrolidin-3-ylamino)-2-(4-chlorophenyl)-1-(4-((5R,7R)-7-hydroxy-5-methyl-6,7-dihydro-5H-cyclopenta[d]pyrimidin-4-yl)piperazin-1-yl)propan-1-one